8-Fluoro-7-(5-methyl-1H-indazol-4-yl)quinazoline FC=1C(=CC=C2C=NC=NC12)C1=C2C=NNC2=CC=C1C